C(C)(C)(C)OC(=O)N1C(CCC1)N1CCN(CC1)C1=NC=CC(=N1)COC1=CC=C(C=C1)C(C)(C)C1=CC(=CC(=C1)C#N)Cl (4-(4-((4-(2-(3-chloro-5-cyanophenyl)propan-2-yl)phenoxy)methyl)pyrimidin-2-yl)piperazin-1-yl)pyrrolidine-1-carboxylic acid tert-butyl ester